tert-butyl (1-((2-(2-(2,6-dioxopiperidin-3-yl)-1-oxoisoindolin-5-yl)pyridin-4-yl)methyl)azetidin-3-yl)(methyl)carbamate O=C1NC(CCC1N1C(C2=CC=C(C=C2C1)C1=NC=CC(=C1)CN1CC(C1)N(C(OC(C)(C)C)=O)C)=O)=O